N-(1-(hydroxymethyl)cyclopropyl)-8-(4-(trifluoromethyl)cyclohex-1-en-1-yl)quinoline-3-carboxamide OCC1(CC1)NC(=O)C=1C=NC2=C(C=CC=C2C1)C1=CCC(CC1)C(F)(F)F